N-tert-butyl-L-Asparagine benzyl ester C(C1=CC=CC=C1)OC([C@@H](NC(C)(C)C)CC(N)=O)=O